S(=O)(=O)(O)C(C(=O)O)(CC(=O)O)N1C(CCC1=O)=O.S(=O)(=O)(O)C(C(=O)O)(CC(=O)O)N1C(CCC1=O)=O.C(CO)O ethylene glycol-bis-(sulfosuccinimidyl succinate)